C(CCCCCCCCCCCCCCCCC)(=O)NCCCN(C)C STEARAMIDOPROPYL-DIMETHYLAMINE